(methoxymethyl)-1-[(2-methyl-3,4-dihydro-1H-isoquinolin-7-yl)methyl]imidazole-4-carboxamide COCC=1N(C=C(N1)C(=O)N)CC1=CC=C2CCN(CC2=C1)C